(4-((4-(2-amino-9-chloro-5-methyl-10-oxo-5,10-dihydrobenzo[b][1,5]naphthyridin-3-yl)piperazin-1-yl)methyl)piperidin-1-yl)-2-(2,6-dioxopiperidin-3-yl)isoindoline-1,3-dione NC=1N=C2C(C3=C(N(C2=CC1N1CCN(CC1)CC1CCN(CC1)C1=C2C(N(C(C2=CC=C1)=O)C1C(NC(CC1)=O)=O)=O)C)C=CC=C3Cl)=O